(4-{[2-(4-tert-butylphenyl)imidazo[1,2-a]pyridin-3-yl]methyl}piperazin-1-yl)(2-fluorophenyl)methanone C(C)(C)(C)C1=CC=C(C=C1)C=1N=C2N(C=CC=C2)C1CN1CCN(CC1)C(=O)C1=C(C=CC=C1)F